2-(4-piperidinylmethyl)-1,3-benzothiazole N1CCC(CC1)CC=1SC2=C(N1)C=CC=C2